ClC1=CC=C(C=C1)C1=C(C(=NN1C1=C(C=C(C=C1)Cl)Cl)C(=O)NC1=CC(=CC=C1)C(NC1=NOC(=N1)C(F)(F)F)=O)C 5-(4-Chlorophenyl)-1-(2,4-dichlorophenyl)-4-methyl-N-(3-((5-(trifluoromethyl)-1,2,4-oxadiazole-3-yl)carbamoyl)phenyl)-1H-pyrazole-3-carboxamide